C[C@H]1C(=C(O[C@]1(C(F)(F)F)C)C(=O)OCC)B1OC(C(O1)(C)C)(C)C |r| ethyl rac-(4S,5R)-4,5-dimethyl-3-(4,4,5,5-tetramethyl-1,3,2-dioxaborolan-2-yl)-5-(trifluoromethyl)-4,5-dihydrofuran-2-carboxylate